C(C=C)(=O)C1=C(C=CC(=C1)F)C1=CC(=C(C=C1)C(N(C)CC1CCCCC1)=O)CC(=O)O 2-(2'-acryloyl-4-((cyclohexylmethyl)(methyl)carbamoyl)-4'-fluoro-[1,1'-biphenyl]-3-yl)acetic acid